N-[4-(4-phenylpiperidin-1-yl)-6-(pyrrolidin-1-yl)pyrimidin-2-yl]-1-(propan-2-yl)-1H-pyrazolo[4,3-c]pyridin-6-amine C1(=CC=CC=C1)C1CCN(CC1)C1=NC(=NC(=C1)N1CCCC1)NC1=CC2=C(C=N1)C=NN2C(C)C